N-((S)-(4,4-difluorocyclohexyl)(5-(((S)-2-oxo-4-(trifluoromethyl)imidazolidin-1-yl)methyl)benzo[d]oxazol-2-yl)methyl)-4-isopropylisoxazole-3-carboxamide FC1(CCC(CC1)[C@H](NC(=O)C1=NOC=C1C(C)C)C=1OC2=C(N1)C=C(C=C2)CN2C(N[C@@H](C2)C(F)(F)F)=O)F